C12COCC2C1C1=NN2C(N(C(=C(C2=O)N2CCNCC2)CC)CC(=O)NC2=C(C=C(C=C2)C(F)(F)F)Cl)=N1 2-(2-(3-oxabicyclo[3.1.0]hexane-6-yl)-5-ethyl-7-oxo-6-(piperazin-1-yl)-[1,2,4]triazolo[1,5-a]pyrimidin-4(7H)-yl)-N-(2-chloro-4-(trifluoromethyl)phenyl)acetamide